tert-butyl 3-(2-chloro-9-methyl-6-morpholino-9H-purin-8-yl)azetidine-1-carboxylate ClC1=NC(=C2N=C(N(C2=N1)C)C1CN(C1)C(=O)OC(C)(C)C)N1CCOCC1